N1N=CC(=C1)C=1N=CN(C1)C=1SC2=C(N1)SC(=N2)N(C)C2C[C@H]1CC[C@@H](C2)N1 5-(4-(1H-pyrazol-4-yl)-1H-imidazol-1-yl)-N-((1r,3s,5s)-8-azabicyclo[3.2.1]octan-3-yl)-N-methylthiazolo[5,4-d]thiazol-2-amine